N-[3,3-difluoro-1-(hydroxymethyl)cyclobutyl]-2-methyl-5-[(pyridin-2-yl)methoxy]-2H-indazole-3-carboxamide FC1(CC(C1)(CO)NC(=O)C=1N(N=C2C=CC(=CC12)OCC1=NC=CC=C1)C)F